C(C)(=O)C=1C=C(NC1)C(=O)N(C)CCCC(=O)O 4-[(4-ACETYL-1H-PYRROL-2-YL)-N-METHYLFORMAMIDO]BUTANOIC ACID